COC(C1=CC=C(C=C1)Br)=O.ClC1=C(OC2CCN(CC2)C2=CC=C(C(=O)OC)C=C2)C=CC=C1 methyl 4-(4-(2-chlorophenoxy)piperidin-1-yl)benzoate Methyl-4-bromobenzoate